N-hydroxy-3-[(3-methoxyphenyl)sulfanyl]pyridazine-4-carboxamidine ONC(=N)C1=C(N=NC=C1)SC1=CC(=CC=C1)OC